(2-hydroxyethyl)ammonium bromide [Br-].OCC[NH3+]